FC(C=1C=CC(=C(C1)NC(=O)C=1OC(=CC1)C1CCOCC1)N1CCC(CC1)(C)O)F N-(5-(difluoromethyl)-2-(4-hydroxy-4-methyl-piperidin-1-yl)phenyl)-5-(tetrahydro-2H-pyran-4-yl)furan-2-carboxamide